N1N=CC(=C1)C(=O)OCC Ethyl 1H-pyrazole-4-carboxylate